2-(cyclopropanecarboxamido)-N-(2-(4-(trifluoromethyl)phenoxy)propyl)isonicotinamide C1(CC1)C(=O)NC=1C=C(C(=O)NCC(C)OC2=CC=C(C=C2)C(F)(F)F)C=CN1